COC(COC1=C(C=C(C=C1)Br)C1=NOCC1OCC)=O Methyl-2-[4-bromo-2-(4-ethoxy-4,5-dihydroisoxazol-3-yl)phenoxy]acetat